C(C1=CC=CC=C1)C1CCN(CC1)CCNC(=O)C=1NC2=CC(=C(C=C2C1)F)F N-(2-(4-benzylpiperidin-1-yl)ethyl)-5,6-difluoro-1H-indol-2-carboxamide